NCC=1N=C2N(C=C(C=C2N2C(CC(C2)(C)C)=O)C2CC2)C1 1-(2-(aminomethyl)-6-cyclopropylimidazo[1,2-a]pyridin-8-yl)-4,4-dimethylpyrrolidin-2-one